N1=C(SC2=C1C1=C(C=C2)OCC1)N1C(N[C@@H]2[C@@H]1CN(CC2)C(CC)CCCCC)=O (3aS,7aS)-3-(7,8-dihydrofuro[3,2-e][1,3]benzothiazol-2-yl)-5-(oct-3-yl)octahydro-2H-imidazo[4,5-c]pyridin-2-one